propionic acid methyl ester (methyl (R)-3-(4-(phosphonooxy) phenyl)-2-propiolamidopropanoate) C[C@](C(=O)O)(CC1=CC=C(C=C1)OP(=O)(O)O)NC(C#C)=O.COC(CC)=O